N-[2-[[(2R)-2-amino-5-guanidino-pentanoyl]amino]ethyl]-4-[[3-[2-chloro-4-(cyanomethoxy)-3-fluoro-phenyl]imidazo[1,2-a]pyrazin-8-yl]amino]-2-ethyl-benzamide formate C(=O)O.N[C@@H](C(=O)NCCNC(C1=C(C=C(C=C1)NC=1C=2N(C=CN1)C(=CN2)C2=C(C(=C(C=C2)OCC#N)F)Cl)CC)=O)CCCNC(=N)N